(2,2-Dimethoxyethyl)carbamic acid ethyl ester C(C)OC(NCC(OC)OC)=O